FC(C1=CC2=C(SC(=C2)C(N[C@H]2C[C@H]3[C@@H](C[C@@H]4N(C2=O)[C@@H](CC4)C(=O)N4CCC42CCCCC2)C3)=O)C=C1)P(O)(O)=O (fluoro(2-(((3S,6S,7aS,8aR,9aR)-5-oxo-3-(1-azaspiro[3.5]nonane-1-carbonyl)decahydro-1H-cyclopropa[d]pyrrolo[1,2-a]azocin-6-yl)carbamoyl)benzo[b]thiophen-5-yl)methyl)phosphonic acid